5-({5-[(1S,3R)-3-{[dimethyl(2-methylprop-2-yl)silyl]oxy}cyclopentyl]-4-methyl-2-(2-methylprop-2-yl)pyrazol-3-yl}amino)-1,3-dihydro-2λ6-benzo[c]thiophene-2,2-dione C[Si](O[C@H]1C[C@H](CC1)C=1C(=C(N(N1)C(C)(C)C)NC1=CC2=C(CS(C2)(=O)=O)C=C1)C)(C(C)(C)C)C